1-benzyl-3-(3-bromo-2-methylbenzyl)-6-methoxy-1H-indole C(C1=CC=CC=C1)N1C=C(C2=CC=C(C=C12)OC)CC1=C(C(=CC=C1)Br)C